ClC=1C=C(SC1)C=1N=C(SC1N1CCN(CC1)C1CCCCC1)N 4-(4-chlorothiophene-2-yl)-5-(4-cyclohexylpiperazin-1-yl)thiazole-2-amine